C(C1=CC=CC=C1)C1CC(C1)N(C(=O)C1CC2(C1)NC(OC2)=O)C (2s,4S)-N-((1s,3R)-3-Benzylcyclobutyl)-N-methyl-6-oxo-7-oxa-5-azaspiro[3.4]octane-2-carboxamide